4-carboxy-1-oxobutan-2-aminium chloride [Cl-].C(=O)(O)CCC(C=O)[NH3+]